CCCCCC(CC(CCCCCCCC)O)O hexadecane-6,8-diol